C(CC1=CC=CC=C1)C1=C2C(C=3C4=C(SC3C2=CC=C1)C=CC=C4)=O 1-phenethyl-10H-benzo[b]indeno[2,1-d]thiophen-10-one